C(C1=CC=CC=C1)O[C@H]1[C@H](OC([C@@H]([C@H]1N1N=NC(=C1)C1=CC(=C(C(=C1)F)F)F)OCC1=CC=CC=C1)Br)COCC1=CC=CC=C1 1-((2R,3R,4S,5R)-3,5-bis(benzyloxy)-2-((benzyloxy)methyl)-6-bromotetrahydro-2H-pyran-4-Yl)-4-(3,4,5-trifluorophenyl)-1H-1,2,3-triazole